Diethylene glycol monotosylate S(=O)(=O)(C1=CC=C(C)C=C1)OCCOCCO